2-(2-oxo-2-(4-(4-(quinoxalin-2-yl)-1H-pyrazol-1-yl)piperidin-1-yl)ethoxy)acetic acid O=C(COCC(=O)O)N1CCC(CC1)N1N=CC(=C1)C1=NC2=CC=CC=C2N=C1